methyl (2S)-2-[[(2S)-4-methyl-2-[[(E)-3-phenylprop-2-enoyl] amino] pentanoyl]amino]-3-[(3S)-2-oxopyrrolidin-3-yl]propanoate CC(C[C@@H](C(=O)N[C@H](C(=O)OC)C[C@H]1C(NCC1)=O)NC(\C=C\C1=CC=CC=C1)=O)C